IC=1C=C(C(=O)NC2=CC(=CC=C2)C(F)(F)F)C=CC1 3-iodo-N-(3-(trifluoromethyl)phenyl)benzamide